N1C(=NC2=C1C=CC=C2)C=2OCC(N2)C(C)C 2-(1H-benzo[d]imidazol-2-yl)-4-isopropyl-4,5-dihydro-oxazole